(4-((3-(3-acrylamidobenzoylamino)phenyl)amino))-5-(trifluoromethyl)pyrimidine C(C=C)(=O)NC=1C=C(C(=O)NC=2C=C(C=CC2)NC2=NC=NC=C2C(F)(F)F)C=CC1